C(C)(C)C1=C(OC=2C=CC(=C(C=O)C2)[N+](=O)[O-])C=CC=C1 5-(2-isopropylphenoxy)-2-nitrobenzaldehyde